C(C)(=O)NC1=NC=C(C(=C1)NC(OC(C)(C)C)=O)C#CCN(C)C tert-butyl (2-acetamido-5-(3-(dimethylamino)prop-1-yn-1-yl)pyridin-4-yl)carbamate